N-methyl-4-(4-amino-2-ethyl-1H-imidazo[4,5-c]Quinoline-1-yl)butane-1-sulfonamide CNS(=O)(=O)CCCCN1C(=NC=2C(=NC=3C=CC=CC3C21)N)CC